3-ethyl-6-fluoro-2-(1-(4-methyl-1,4-diazepan-1-yl)butyl)pyrido[2,3-d]pyrimidin-4(3H)-one C(C)N1C(=NC2=C(C1=O)C=C(C=N2)F)C(CCC)N2CCN(CCC2)C